2,4,6-tributyl-1,3,5,2,4,6-trioxatriphosphinane 2,4,6-trioxide C(CCC)P1(OP(OP(O1)(CCCC)=O)(CCCC)=O)=O